ClC=1C=C(C(=NC1)OC)S(=O)(=O)NC1=CC(=C(C=C1)F)C1=NC=2C=NC(=NC2N(C1=O)C)NC1CCOCC1 5-chloro-N-(4-fluoro-3-(8-methyl-7-oxo-2-((tetrahydro-2H-pyran-4-yl)amino)-7,8-dihydropteridin-6-yl)phenyl)-2-methoxypyridine-3-sulfonamide